5-Chloro-2-Methyl-4-isothiazolineone ClC1=CC(N(S1)C)=O